ClC1=NC(=CC=C1)OC1=C(C=C(C=C1)B1OC(C(O1)(C)C)(C)C)F 2-chloro-6-(2-fluoro-4-(4,4,5,5-tetramethyl-1,3,2-dioxaborolan-2-yl)phenoxy)pyridine